2-(5-octylthio-2H-benzotriazol-2-yl)-6-tert-butyl-4-methylphenol C(CCCCCCC)SC1=CC=2C(=NN(N2)C2=C(C(=CC(=C2)C)C(C)(C)C)O)C=C1